(S)-5-bromo-6-fluoro-2-(prop-1-en-2-yl)-2,3,4,9-tetrahydro-1H-carbazole-8-carboxamide BrC1=C2C=3CC[C@@H](CC3NC2=C(C=C1F)C(=O)N)C(=C)C